(2S,4R)-1-((S)-3,3-dimethyl-2-(4-(1-methylcyclopropyl)-1H-1,2,3-triazol-1-yl)butanoyl)-4-hydroxy-N-(4-(4-methylthiazol-5-yl)benzyl)pyrrolidine-2-carboxamide CC([C@@H](C(=O)N1[C@@H](C[C@H](C1)O)C(=O)NCC1=CC=C(C=C1)C1=C(N=CS1)C)N1N=NC(=C1)C1(CC1)C)(C)C